NC1=NC(=CC(=N1)N1CCC2(C[C@H](NC2)C(=O)OCC)CC1)O[C@@H](C(F)(F)F)C1=C(C=C(C=C1)CCCC(=O)OCC)N1N=C(C=C1)C (S)-ethyl 8-(2-amino-6-((R)-1-(4-(4-ethoxy-4-oxobutyl)-2-(3-methyl-1H-pyrazol-1-yl)phenyl)-2,2,2-trifluoroethoxy)pyrimidin-4-yl)-2,8-diazaspiro[4.5]decane-3-carboxylate